O[C@H]1CC[C@@H]2C(C[C@H]3[C@@H]4CC[C@H]([C@@H](CCC)C)[C@]4(CC[C@@H]3[C@]2(C1)C)C)=O 2α-hydroxy-5α-cholan-6-one